tert-butyl 2-methyl-3-((trimethylsilyl)oxy)-2,5-dihydro-1H-pyrrole-1-carboxylate CC1N(CC=C1O[Si](C)(C)C)C(=O)OC(C)(C)C